FC=1C=C(C=C2C3(C(=NC12)C)CCCC3)B3OC(C(O3)(C)C)(C)C 7'-fluoro-2'-methyl-5'-(4,4,5,5-tetramethyl-1,3,2-dioxaborolan-2-yl)spiro[cyclopentane-1,3'-indole]